CC=1CCC(C(C1)C=1C(=C(C(=CC1O)CCCCC)S(=O)(=O)N1CCOCC1)O)C(=C)C 5'-methyl-3-(morpholinosulfonyl)-4-pentyl-2'-(prop-1-en-2-yl)-1',2',3',4'-tetrahydro-[1,1-biphenyl]-2,6-diol